3-acetylisoxazole-5-carboxylic acid C(C)(=O)C1=NOC(=C1)C(=O)O